2-(((tert-butyloxycarbonyl)(methyl)amino)oxy)acetic acid C(C)(C)(C)OC(=O)N(OCC(=O)O)C